4-((2S,3R,4R,5S)-3-(2-(difluoromethoxy)-4-fluorophenyl)-4,5-dimethyl-5-(trifluoromethyl)tetrahydrofuran-2-carboxamido)-N-methylpicolinamide FC(OC1=C(C=CC(=C1)F)[C@@H]1[C@H](O[C@@]([C@@H]1C)(C(F)(F)F)C)C(=O)NC1=CC(=NC=C1)C(=O)NC)F